Ethyl 2-[prop-2-ynoyl-[(2RS)-2-cyclohexyl-2-phenyl-ethyl]amino]acetate Ethyl-2-[[(2RS)-2-cyclohexyl-2-phenyl-ethyl]amino]acetate C(C)OC(CNC[C@@H](C1=CC=CC=C1)C1CCCCC1)=O.C(C#C)(=O)N(CC(=O)OCC)C[C@@H](C1=CC=CC=C1)C1CCCCC1 |r|